C=1C=CN2C=CC3=C(C12)C=CC=C3 benzoindolizine